C(C)[C@]1(C(OCC=2C(N3CC=4N(C5=C(C=C(C=C5C(C4C3=CC21)=O)F)OCOC)C)=O)=O)O (S)-4-ethyl-8-fluoro-4-hydroxy-10-(methoxymethoxy)-11-methyl-1,12-dihydro-14H-pyrano[3',4':6,7]indolizino[2,1-b]quinoline-3,6,14(4H,11H)-trione